C(CCCCC)OCCN 2-Hexyloxyethylamin